α-D-glucuronat O[C@@H]1[C@H](O)[C@@H](O)[C@H](O)[C@H](O1)C(=O)[O-]